The molecule is a benzazepine metabolite resulting from demethylation of the antidpressant, mirtazapine. It has a role as a human xenobiotic metabolite, an alpha-adrenergic antagonist, an anxiolytic drug, a H1-receptor antagonist, a histamine antagonist and a serotonergic antagonist. It is a tetracyclic antidepressant and a benzazepine. C1CN2C(CN1)C3=CC=CC=C3CC4=C2N=CC=C4